N1=C(C=CC(=C1)C=O)C1=NC=C(C=C1)C=O 2,2'-bipyridyl-5,5'-dicarboxaldehyde